MalonylCoA C(CC(=O)O)(=O)SCCNC(CCNC([C@@H](C(COP(OP(OC[C@@H]1[C@H]([C@H]([C@@H](O1)N1C=NC=2C(N)=NC=NC12)O)OP(=O)(O)O)(=O)O)(=O)O)(C)C)O)=O)=O